C(C=1C(C(=O)[O-])=CC=CC1)(=O)OCCOC(C=C)=O acryloyloxyethyl monophthalate